2,4,4,4-tetrafluoro-3-(trifluoromethyl)-2-butene FC(C)=C(C(F)(F)F)C(F)(F)F